(R)-4-(2-(isopropylamino)-6-methyl-4-oxo-5,6,7,8-tetrahydropyrido[3,4-d]pyrimidin-3(4H)-yl)-N-methylbenzamid C(C)(C)NC=1N(C(C2=C(N1)CN[C@@H](C2)C)=O)C2=CC=C(C(=O)NC)C=C2